FC(C(=O)O)(F)F.FC[C@@H]1CC[C@@]2(CCCN12)CO ((3S,7aS)-3-(fluoromethyl)tetrahydro-1H-pyrrolizin-7a(5H)-yl)methanol trifluoroacetic acid salt